N-(6-methoxy-1-methylindazol-7-yl)-1-[4-(prop-1-en-2-yl)pyridin-2-yl]-N-{[2-(trimethylsilyl)ethoxy]methyl}pyrazole-4-sulfonamide COC1=CC=C2C=NN(C2=C1N(S(=O)(=O)C=1C=NN(C1)C1=NC=CC(=C1)C(=C)C)COCC[Si](C)(C)C)C